C(C[C@@](O)(C)CCO)(=O)[O-].[Li+] Lithium mevalonate